CC1OC2=CC(=CC=C2C(C1)=O)O[C@H](C1=CC=NC=C1)C1=C(C#N)C=CC=C1 ((R)-((2-Methyl-4-oxochroman-7-yl)oxy)(pyridin-4-yl)methyl)benzonitrile